CC=1C2=C(N=CN1)CC(C2)CO (4-methyl-6,7-dihydro-5H-cyclopenta[d]pyrimidin-6-yl)methanol